(3-hydroxy-3-methylbutan-1-yn-1-yl)-4-(6-((3S,5R)-4-((6-methoxypyridin-3-yl)methyl)-3,5-dimethylpiperazin-1-yl)pyridin-3-yl)pyrazolo[1,5-a]pyridin-3-carbonitrile OC(C#CC1=NN2C(C(=CC=C2)C=2C=NC(=CC2)N2C[C@@H](N([C@@H](C2)C)CC=2C=NC(=CC2)OC)C)=C1C#N)(C)C